C(C)N(C1=NC=2N(C(=C1)N(CCO)CCCCCC)N=CN2)CC 5-diethylamino-7-[N-(n-hexyl)-N-(beta-hydroxyethyl)amino]-s-triazolo-[1,5-a]pyrimidine